C1(=CC=CC=C1)C(C1=CC=CC=C1)=NC1=C(C=C2C(=N1)C(=C(N2COCC[Si](C)(C)C)C(=O)O)F)C 5-((diphenylmethylene)amino)-3-fluoro-6-methyl-1-((2-(trimethylsilyl)ethoxy)methyl)-1H-pyrrolo[3,2-b]pyridine-2-carboxylic acid